[Na+].N[C@@H](CCC(=O)O)C(=O)[O-] L-Glutamic Acid monosodium salt